[N+](=O)([O-])C1(C(C(=CC(=C1O)[N+](=O)[O-])[N+](=O)[O-])O)O.NC1=NNC(=C1)NN 3-amino-5-hydrazinopyrazole 2,4,6-trinitrobenzenetriol salt